4-(3-((2-((2-(4-methylpiperazin-1-yl)thiazol-5-yl)amino)-5-(trifluoromethyl)pyrimidin-4-yl)amino)propyl)-1,4-oxazepan-5-one CN1CCN(CC1)C=1SC(=CN1)NC1=NC=C(C(=N1)NCCCN1CCOCCC1=O)C(F)(F)F